2-cyano-phenyl-4-methylimidazole C(#N)C1=C(C=CC=C1)C=1NC=C(N1)C